tricyclo[4.2.1.12,5]decane C12C3CCC(C(CC1)C2)C3